3,5-dimethoxyanisole COC=1C=C(C=C(C1)OC)OC